FC=1C=CC(=C(OCCC=2C(=NN(C2C)C)C(=O)O)C1)C=1C=CC=2N(C1)C(=CN2)CCNC 4-[2-(5-fluoro-2-{3-[2-(methylamino)ethyl]imidazo[1,2-a]pyridin-6-yl}phenoxy)ethyl]-1,5-dimethyl-1H-pyrazole-3-carboxylic acid